COC=1C=C(OCC2=CC=C(CC3=NOC(=C3)C=3C(=NC=CC3)N)C=C2)C=CC1OC 3-(3-(4-((3,4-dimethoxyphenoxy)methyl)benzyl)isoxazol-5-yl)pyridin-2-amine